C(C)OC(CC=1SC(=NN1)C=1C=NC(=CC1NC(C)C)C1=CC=C2N1N=CC(=C2)C#N)=O 2-(5-(6-(3-Cyanopyrrolo[1,2-b]pyridazin-7-yl)-4-(isopropylamino)pyridin-3-yl)-1,3,4-thiadiazol-2-yl)acetic acid ethyl ester